N-(4-(3-Isopropyl-2-(8-methoxy-[1,2,4]triazolo[1,5-a]pyridin-6-yl)-1H-indol-5-yl)-1-methylcyclohexyl)-2-(methylamino)acetamid C(C)(C)C1=C(NC2=CC=C(C=C12)C1CCC(CC1)(C)NC(CNC)=O)C=1C=C(C=2N(C1)N=CN2)OC